6-[2-(methoxymethoxy)phenyl]-4-(8-[2-[(1r,3r)-3-[(6-bromopyridin-3-yl)oxy]cyclobutoxy]pyridin-4-yl]-3,8-diazabicyclo[3.2.1]octan-3-yl)pyridazin-3-amine COCOC1=C(C=CC=C1)C1=CC(=C(N=N1)N)N1CC2CCC(C1)N2C2=CC(=NC=C2)OC2CC(C2)OC=2C=NC(=CC2)Br